C(C)(C)(C)OC(=O)N1C2C3=CC(=CC=C3C1C=C2)C 4-methyl-11-azatricyclo[6.2.1.02,7]Undec-2,4,6,9-tetraene-11-carboxylic acid tert-butyl ester